COC(=O)C=1C=CC2=C(N(C(=N2)CN2CCC(CC2)N2N=C(C=3CCCCC23)OCC2=CC=CC=C2)C[C@H]2OCC2)C1 (S)-2-((4-(3-(benzyloxy)-4,5,6,7-tetrahydro-1H-indazol-1-yl)piperidin-1-yl)methyl)-1-(oxetan-2-ylmethyl)-1H-benzo[d]imidazole-6-carboxylic acid methyl ester